tert-butyl-(2,5-dioxo-1-phenylpyrrolidin-3-yl) carbamate C(N)(OC1(C(N(C(C1)=O)C1=CC=CC=C1)=O)C(C)(C)C)=O